N-[2-(diethylamino)ethyl]-2-methoxy-5-(methylsulfonyl)benzamide C(C)N(CCNC(C1=C(C=CC(=C1)S(=O)(=O)C)OC)=O)CC